FC1=CC(=C(C=C1)[C@H]1[C@H](O[C@]([C@H]1C)(C(F)(F)F)C)C(=O)NC1=CC(=NC=C1)C(=O)N)OC 4-((2S,3S,4S,5R)-3-(4-fluoro-2-methoxyphenyl)-4,5-dimethyl-5-(trifluoromethyl)tetrahydrofuran-2-carboxamido)picolinamide